O=C([C]NCCNC(=O)C=1C=C(C(=C(C1)OCC(=O)OC)OCC(=O)OC)OCC(=O)OC)C1=CC=CC=C1 Trimethyl 2,2',2''-((5-((2-((2-oxo-2-phenyl-1λ2-ethyl)amino)ethyl)carbamoyl)benzene-1,2,3-triyl)tris(oxy))triacetate